tert-butyl 4-(6-(1-cyclopropyl-1H-pyrazol-4-yl)pyrazolo[1,5-a]pyrimidin-3-yl)piperidine-1-carboxylate C1(CC1)N1N=CC(=C1)C=1C=NC=2N(C1)N=CC2C2CCN(CC2)C(=O)OC(C)(C)C